tert.-butyldimethylsilyloxy-4-vinyl-2-methoxybenzene C(C)(C)(C)[Si](OC1=C(C=C(C=C1)C=C)OC)(C)C